CN(C1CCN(CC1)CC(=O)N1[C@@H](CCC1)C#N)C1=NC2=CC=CC=C2C=C1 (2S)-1-[2-[4-[methyl-(2-quinolinyl)amino]-1-piperidinyl]acetyl]pyrrolidine-2-carbonitrile